FC1=C(OCC=2NC(NC2)=S)C=CC=C1F 4-[(2,3-Difluorophenoxy)methyl]1,3-dihydroimidazole-2-thione